ClC1=C(C2=C(C=N1)NC(N2C2CCOCC2)=O)F 6-chloro-7-fluoro-1-(tetrahydro-2H-pyran-4-yl)-1,3-dihydro-2H-imidazo[4,5-c]pyridin-2-one